C1(CCCC1)NC1=CC=C(C=C1)C1C(CC2C(N1C(C1=C(C=CC=C1C)F)=O)CCC2)C(=O)NC2=CC(=C(C=C2)Cl)Cl cis-2-(4-(cyclopentylamino)phenyl)-N-(3,4-dichlorophenyl)-1-(2-fluoro-6-methylbenzoyl)octahydro-1H-cyclopenta[b]pyridine-3-carboxamide